2-(methacryloyloxy)ethyl-trimethyl-ammonium bromide [Br-].C(C(=C)C)(=O)OCC[N+](C)(C)C